R-tertbutanesulfinamide C(C)(C)(C)[S@@](=O)N